OC1=C(C=CC=C1)C(CC(C)C)=O (2-hydroxyphenyl)-3-methyl-1-butanone